NC1=NC2=C(N1C)C=CC(=C2)C(=O)N(CC2=NC=C(C=C2)C(F)(F)F)[C@H]2C=1N=CC=NC1CCC2 (R)-2-amino-1-methyl-N-(5,6,7,8-tetrahydroquinoxalin-5-yl)-N-((5-(trifluoromethyl)pyridin-2-yl)methyl)-1H-benzo[d]imidazole-5-carboxamide